1-((6-(1H-pyrazol-1-yl)pyridin-3-yl)methyl)-4-(bicyclo[1.1.1]pentan-1-yl)-1,4-dihydropyrazine-2,3-dione N1(N=CC=C1)C1=CC=C(C=N1)CN1C(C(N(C=C1)C12CC(C1)C2)=O)=O